C[C@H]1OC2=C(CN(C1)C1=CC=CC=C1)C=CC(=C2)C(=O)OC methyl (R)-2-methyl-4-phenyl-2,3,4,5-tetrahydrobenzo[f][1,4]oxazepine-8-carboxylate